N1(CCOCC1)C1=CC(=CC=2N1N=CC2N)N 7-morpholin-4-ylpyrazolo[1,5-a]pyridine-3,5-diamine